CS(=O)(=O)OCC=1C(=NOC1C=1C=NN(C1C(F)(F)F)C1=CC(=CC=C1)Cl)C1=C(C=CC=C1F)Cl (3-(2-Chloro-6-fluorophenyl)-5-(1-(3-chlorophenyl)-5-(trifluoromethyl)-1H-pyrazol-4-yl)isoxazol-4-yl)methyl methanesulfonate